FS(F)(F)(F)(F)C=C1CC(OCCC1)(C1=CC=CC=C1)C1=CC=CC=C1 4-((Pentafluoro-λ6-sulfanyl)methylene)-2,2-diphenyloxepane